tert-butyl 3-(2-(4-methoxyphenylthio)-5-oxo-7,8-dihydropyrido[4,3-d]pyrimidin-6(5H)-yl)propanoate COC1=CC=C(C=C1)SC=1N=CC2=C(N1)CCN(C2=O)CCC(=O)OC(C)(C)C